tert-butyl (4R)-2-(4-(2,4-difluoro-6-(2-methoxyethoxy)phenyl)-7-methoxythieno[2,3-c]pyridin-5-yl)-4-methyl-6,7-dihydropyrazolo[1,5-a]pyrazine-5(4H)-carboxylate FC1=C(C(=CC(=C1)F)OCCOC)C1=C2C(=C(N=C1C1=NN3C([C@H](N(CC3)C(=O)OC(C)(C)C)C)=C1)OC)SC=C2